3-endo-(8-{3-[benzyl-(2-hydroxy-2-methylpropionyl)amino]-propyl}-8-azabicyclo[3.2.1]oct-3-yl)-benzamide TFA salt OC(=O)C(F)(F)F.C(C1=CC=CC=C1)N(CCCN1C2CC(CC1CC2)C=2C=C(C(=O)N)C=CC2)C(C(C)(C)O)=O